(E)-3-(2-((1S,4S)-5-(2-(4-chlorophenyl)acetyl)-2,5-diazabicyclo[2.2.1]heptan-2-yl)phenyl)-N-hydroxyacrylamide ClC1=CC=C(C=C1)CC(=O)N1[C@@H]2CN([C@H](C1)C2)C2=C(C=CC=C2)/C=C/C(=O)NO